N6-(2-aminoethyl)-N4-(5-cyclobutylthiazol-2-yl)-2-ethyl-pyrimidine-4,6-diamine NCCNC1=CC(=NC(=N1)CC)NC=1SC(=CN1)C1CCC1